FC1=C(C=CC(=C1)C(F)(F)F)C1NCCC1 2-(2-fluoro-4-(trifluoromethyl)phenyl)pyrrolidin